(S)-N-(6-(4,4-Difluoropiperidin-1-yl)pyridin-2-yl)-4-((2-hydroxy-1-methylethyl)sulfonamido)-2-(6-azaspiro[2.5]octan-6-yl)benzamide FC1(CCN(CC1)C1=CC=CC(=N1)NC(C1=C(C=C(C=C1)NS(=O)(=O)[C@H](CO)C)N1CCC2(CC2)CC1)=O)F